BrC=1C(=NC=C(N1)Br)NC(=O)C1(CC1)NC(OC(C)(C)C)=O tert-Butyl 1-(3,5-dibromopyrazin-2-ylcarbamoyl)cyclopropyl-carbamate